CC(C(CN(C=1C2=C(N=C(N1)C1=CC=NC=C1)C=NC=C2)C)(C)C)NC 1,N1,N3,2,2-pentamethyl-N3-(2-(pyridin-4-yl)pyrido[3,4-d]pyrimidin-4-yl)propane-1,3-diamine